BrC1=C(N=C2N(C1=O)C=CS2)N[C@H]2CN(C[C@H](C2)C2=CC=C(C=C2)OCCOC2CCNCC2)C 6-bromo-7-(((3R,5R)-1-methyl-5-(4-(2-(piperidin-4-yloxy)ethoxy)phenyl)piperidin-3-yl)amino)-5H-thiazolo[3,2-a]pyrimidin-5-one